C(=O)(O)C1=NC=CC=C1C(=O)O 2,3-dicarboxylpyridine